(2S,4R)-6-chloro-N-{3-[4-(4-chlorophenyl)-1H-pyrazol-1-yl]bicyclo[1.1.1]pentan-1-yl}-4-hydroxy-3,4-dihydro-2H-1-benzopyran-2-carboxamide ClC=1C=CC2=C([C@@H](C[C@H](O2)C(=O)NC23CC(C2)(C3)N3N=CC(=C3)C3=CC=C(C=C3)Cl)O)C1